FC(CN1N=NC2=C1C=C(C=C2)C=2C=CN1N=C(N=C(C12)OC)N[C@@H]1[C@@H](CN(CC1)C(=O)NC)F)F (3R,4S)-4-((5-(1-(2,2-difluoroethyl)-1H-benzo[d][1,2,3]triazol-6-yl)-4-methoxypyrrolo[2,1-f][1,2,4]triazin-2-yl)amino)-3-fluoro-N-methylpiperidine-1-carboxamide